C(C)(C)(C)OC(=O)N1CCN(C2=CC=CC(=C12)C)C1=CC2=C(N=C(N=C2)S(=O)(=O)C)N(C1=O)C1CC(C1)(C)O 4-[8-(3-hydroxy-3-methyl-cyclobutyl)-2-methylsulfonyl-7-oxo-pyrido[2,3-d]pyrimidin-6-yl]-8-methyl-2,3-dihydroquinoxaline-1-carboxylic acid tert-butyl ester